[Cl-].[Cl-].C(C)C=1C(C2=CC=CC(=C2C1)C1=CC=CC=C1)[Zr+2]C1C(=CC2=C(C=CC=C12)C1=CC=CC=C1)CC bis(2-ethyl-4-phenyl-indenyl)zirconium dichloride